7-bromo-3-ethylpyrido[2,3-b]pyrazin BrC1=CC=2C(=NC(=CN2)CC)N=C1